4-[(4-methoxy-2-pyridyl)amino]-1-phenyl-butan-1-one COC1=CC(=NC=C1)NCCCC(=O)C1=CC=CC=C1